alpha-butylamino-17beta-(1-hydroxy-1-methyl-ethyl)androst-5-en-3beta-ol C(CCC)NC[C@@]12[C@H](CC[C@H]1[C@@H]1CC=C3C[C@H](CC[C@]3(C)[C@H]1CC2)O)C(C)(C)O